FC1(C(C(C(C(C1OC(C(F)(F)F)C(F)(F)F)C(C(F)(F)F)(C(F)(F)F)F)(F)F)(F)F)(F)F)F 1,1,2,2,3,3,4,4-octafluoro-5-(perfluoroisopropyl)-6-(hexafluoroisopropoxy)cyclohexane